(R)-(4-(difluoromethyl)oxazol-5-yl)(4-(6-fluoropyrazolo[1,5-a]pyridin-2-yl)-6,7-dihydro-1H-imidazo[4,5-c]pyridin-5(4H)-yl)methanone FC(C=1N=COC1C(=O)N1[C@H](C2=C(CC1)NC=N2)C2=NN1C(C=CC(=C1)F)=C2)F